C(CC)C(=O)C(=O)C.[Ag] silver methyl propyl diketone